C1(CCCCC1)COC=1C=C(C=CC1)C1(CCOCC1)C(=O)N[C@@H](C)C1=CC=C(C(=O)OC)C=C1 Methyl 4-[(1S)-1-[[4-[3-(cyclohexylmethoxy)phenyl]tetrahydropyran-4-carbonyl]amino]ethyl]benzoate